2,3,5,6-tetrafluoro-terephthalyl alcohol FC1=C(CO)C(=C(C(=C1F)CO)F)F